COC(=O)C1CN(C1)C(=O)OC(C)(C)C azetidine-1,3-dicarboxylic acid 1-(tert-butyl) ester 3-methyl ester